CN(C1=CC=C(C(=O)C2=C(C(=O)O)C=CC=C2)C=C1)C 2-[4-(dimethylamino)benzoyl]benzoic acid